N-[2-(2,6-dioxo-hexahydropyridin-3-yl)-1,3-dioxo-2,3-dihydro-1H-isoindol-4-yl]pent-4-ynamide O=C1NC(CCC1N1C(C2=CC=CC(=C2C1=O)NC(CCC#C)=O)=O)=O